COC1=CC(=CC2=CN(N=C12)C)C(=O)O 7-methoxy-2-methyl-2H-indazole-5-carboxylic acid